C(C)(C)(C)OC(=O)N1CCC12CCN(CC2)C2=NC=C(C=C2)C=2C=1N(C=C(C2)OCCN2CCOCC2)N=CC1C#N 7-(5-(3-Cyano-6-(2-morpholinylethoxy)pyrazolo[1,5-a]pyridin-4-yl)pyridin-2-yl)-1,7-diazaspiro[3.5]nonane-1-carboxylic acid tert-butyl ester